FC=1C=CC(=NC1)C1=NC=2C(=NC=C(N2)C(=O)N2C[C@H]3C([C@H]3C2)COC=2C(=NC=CC2)C(F)(F)F)N1C (2-(5-Fluoropyridin-2-yl)-1-methyl-1H-imidazo[4,5-b]pyrazin-5-yl)((1R,5S,6r)-6-(((2-(trifluoromethyl)pyridin-3-yl)oxy)methyl)-3-azabicyclo[3.1.0]hexan-3-yl)methanone